3-[2,4-bis(trifluoromethyl)phenyl]-7,8-difluoro-2,3,4,5-tetrahydro-1H-1-benzazepine FC(C1=C(C=CC(=C1)C(F)(F)F)C1CNC2=C(CC1)C=C(C(=C2)F)F)(F)F